C1(=NC(=S)N(N1)N)NN amino-3-hydrazino-5-mercapto-1,2,4-triazole